CC(NC1CCCC1)(C)C(=O)O α-methyl-cyclopentylalanine